C1(CC1)CC=1N=NN(C1COC1OCCCC1)C1=CC=C(C=C1)C(F)F 4-(cyclopropylmethyl)-1-(4-(difluoromethyl)phenyl)-5-(((tetrahydro-2H-pyran-2-yl)oxy)methyl)-1H-1,2,3-triazole